3-OXO-2-PHENOXY-BUTYRALDEHYDE O=C(C(C=O)OC1=CC=CC=C1)C